5-chloro-N-((1r,4r)-4-((1-(2-chlorophenyl)-2-oxo-1H-imidazo[4,5-c]pyridin-3(2H)-yl)methyl)cyclohexyl)-2-(trifluoromethyl)nicotinamide ClC=1C=NC(=C(C(=O)NC2CCC(CC2)CN2C(N(C3=C2C=NC=C3)C3=C(C=CC=C3)Cl)=O)C1)C(F)(F)F